[Si](C)(C)(C(C)(C)C)OC1=CC=C(C=C1)C1=CC(=C2C=NN(C2=C1)C1OCCCC1)NC(=O)[C@H]1CN(CCO1)C(=O)OC(C)(C)C tert-Butyl (2R)-2-((6-(4-((tert-butyldimethylsilyl)oxy)phenyl)-1-(tetrahydro-2H-pyran-2-yl)-1H-indazol-4-yl)carbamoyl)morpholine-4-carboxylate